tert-butyl 4-[4-oxo-7-(4,4,5,5-tetramethyl-1,3,2-dioxaborolan-2-yl)quinazolin-3-yl]piperidine-1-carboxylate O=C1N(C=NC2=CC(=CC=C12)B1OC(C(O1)(C)C)(C)C)C1CCN(CC1)C(=O)OC(C)(C)C